tributyl-(1-cyclopropylimidazole-4-yl)stannane C(CCC)[Sn](C=1N=CN(C1)C1CC1)(CCCC)CCCC